C(C)(C)(C)OC(=O)C1=CC=C(C=C1)C(CC(=O)O)C 3-(4-(tert-butoxycarbonyl)phenyl)butanoic acid